CN(C1=C(C=NC=2NC3=C(C(=C(C=C3C21)F)F)NC)C=2C=C1C(C(=CN(C1=NC2)CC)C(=O)O)=O)C 6-[4-(dimethylamino)-6,7-difluoro-8-(methylamino)-9H-pyrido[2,3-b]indol-3-yl]-1-ethyl-4-oxo-1,8-naphthyridine-3-carboxylic acid